propyl formate (propyl formate) C(CC)C(=O)O.C(=O)OCCC